5,6-diamino-1,3-dihydro-2H-benzimidazole-2-one NC1=CC2=C(NC(N2)=O)C=C1N